C1N(CCC12CNCC2)C2=NC=CC(=N2)COC2=CC=C(C=C2)C(C)(C)C2=CC=C(OC1CC(C1)N1C(C3=CC=CC=C3C1=O)=O)C=C2 2-(3-(4-(2-(4-((2-(2,7-diazaspiro[4.4]nonan-2-yl)pyrimidin-4-yl)methoxy)phenyl)propan-2-yl)phenoxy)cyclobutyl)isoindolin-1,3-dione